FC(CC=C)(F)F 1-(2,2,2-trifluoroethyl)-ethylene